dihydrosilaine [SiH2]1CC=CC=C1